OC(=O)C(F)(F)F.O1C(=NN=C1)C(=O)N 1,3,4-oxadiazole-2-carboxamide TFA salt